chloromethylpropenyl-benzene ClCC1=C(C=CC=C1)C=CC